ethylene glycol sodium salt zinc [Zn].[Na].C(CO)O